ClC=1C=C2C(=NC(=NC2=CC1)C)N1CC=2C=C(C=NC2CC1)N1CC(N(CC1)C)=O 4-(6-(6-chloro-2-methylquinazolin-4-yl)-5,6,7,8-tetrahydro-1,6-naphthyridin-3-yl)-1-methylpiperazin-2-one